(S)-N-(5,6-diamino-6-oxohexyl)-1-hydroxy-N-((1-hydroxy-1,3-dihydrobenzo[c][1,2]oxaborol-6-yl)methyl)-1,3-dihydrobenzo[c][1,2]oxaborol-6-carboxamide N[C@@H](CCCCN(C(=O)C=1C=CC2=C(B(OC2)O)C1)CC=1C=CC2=C(B(OC2)O)C1)C(=O)N